OCCOC1=CC=C(CNC(OC(C)(C)C)=O)C=C1 tert-butyl (4-(2-hydroxyethoxy)benzyl)carbamate